tert-butyl N-[1-[4-(4-methyl-1,3-thiazol-5-yl)phenyl]cyclopropyl]-carbamate CC=1N=CSC1C1=CC=C(C=C1)C1(CC1)NC(OC(C)(C)C)=O